C1(CC1)NC=1C=C2C(=CN1)O[C@]1(CN([C@H](C1)C)CC1=C(N=C(S1)NC(C)=O)F)C2 N-(5-(((2R,5'S)-5-(Cyclopropylamino)-5'-methyl-3H-spiro[furo[2,3-c]pyridine-2,3'-pyrrolidin]-1'-yl)methyl)-4-fluorothiazol-2-yl)acetamide